2-bromo-5-fluorobenzylthioformamide BrC1=C(CNC=S)C=C(C=C1)F